N[C@@H](CCC(=O)[O-])C(=O)[O-] l-Glutamate